(S)-1-amino-4-(4-((4-methylpyridin-2-yl)carbamoyl)phenyl)-2-(1-propynylpyrrolidin-2-yl)-1H-imidazole-5-carboxamide NN1C(=NC(=C1C(=O)N)C1=CC=C(C=C1)C(NC1=NC=CC(=C1)C)=O)[C@H]1N(CCC1)C#CC